N-cyclopropyl-4-[5-(3,5-dichloro-4-fluorophenyl)-4,5-dihydro-5-(trifluoromethyl)-3-isoxazolyl]-2,3-dihydrofuro[3,2-c]-pyridine-7-carboxamide C1(CC1)NC(=O)C=1C2=C(C(=NC1)C1=NOC(C1)(C(F)(F)F)C1=CC(=C(C(=C1)Cl)F)Cl)CCO2